NCC1=C2C=CC=CC2=CC=C1 5-(aminomethyl)naphthalene